(E)-1-(4-bromo-2-fluorophenyl)-N-(2,2-dimethoxyethyl)methylamine BrC1=CC(=C(C=C1)CNCC(OC)OC)F